(2R,3R,4S,5R)-2-(6-amino-2-fluoro-9H-purin-9-yl)-4-(naphthalen-2-ylmethoxy)-5-((naphthalen-2-ylmethoxy)methyl)-5-((E)-prop-1-en-1-yl)tetrahydrofuran-3-yl acetate C(C)(=O)O[C@H]1[C@@H](O[C@]([C@H]1OCC1=CC2=CC=CC=C2C=C1)(\C=C\C)COCC1=CC2=CC=CC=C2C=C1)N1C2=NC(=NC(=C2N=C1)N)F